octahydropyrrolo[1,2-a][1,5]diazocin C1C=2N(CCCNC1)CCC2